ClC=1C=C(C(=NC1)N1C(N([C@@H](C1)C#N)C1=CN=CC2=CC=CC=C12)=O)OC (S)-1-(5-chloro-3-methoxypyridin-2-yl)-3-(isoquinolin-4-yl)-2-oxoimidazoline-4-carbonitrile